benzyl 4,5-bis(benzyloxy)-2-fluorobenzoate C(C1=CC=CC=C1)OC1=CC(=C(C(=O)OCC2=CC=CC=C2)C=C1OCC1=CC=CC=C1)F